5-(((tert-butyldiphenylsilyl)oxy)methyl)-4-(chloromethyl)-1-methyl-1H-1,2,3-triazole [Si](C1=CC=CC=C1)(C1=CC=CC=C1)(C(C)(C)C)OCC1=C(N=NN1C)CCl